1,4-bis(2-Methyl-Styryl)Benzene CC1=C(C=CC2=CC=C(C=C2)C=CC2=C(C=CC=C2)C)C=CC=C1